4-Methyl-N-(4-(4-(pyridin-2-yl)piperazin-1-yl)phenyl)benzamid CC1=CC=C(C(=O)NC2=CC=C(C=C2)N2CCN(CC2)C2=NC=CC=C2)C=C1